C(C)(=O)O[C@@H]1CC2=CC[C@H]3[C@@H]4CCC([C@@]4(C)CC[C@@H]3[C@]2(CC1)C)=O 3β-acetoxyandrost-5-en-17-one